5-[[2-[4-[6-(dimethyl-amino)pyridin-3-yl]phenyl]-1,3-benzothiazol-6-yl]-[(2-methylpropan-2-yl)oxy carbonyl]-amino]pentyl 4-methylbenzenesulfonate CC1=CC=C(C=C1)S(=O)(=O)OCCCCCN(C(=O)OC(C)(C)C)C1=CC2=C(N=C(S2)C2=CC=C(C=C2)C=2C=NC(=CC2)N(C)C)C=C1